BrC=1N(C=C2C1CCC2=O)C 1-Bromo-2-methyl-5,6-dihydro-cyclopenta[c]pyrrol-4(2H)-one